C(C)(C)[O-].[Te+2].C(C)(C)[O-] tellurium isopropanolate